5-chloro-7-[2-fluoro-4-(trifluoromethyl)phenyl]-2-[(3R)-3-methoxypyrrolidin-1-yl]thiazolo[4,5-d]pyrimidine ClC=1N=C(C2=C(N1)N=C(S2)N2C[C@@H](CC2)OC)C2=C(C=C(C=C2)C(F)(F)F)F